nickel-cobalt-copper carbonate C([O-])([O-])=O.[Cu+2].[Co+2].[Ni+2].C([O-])([O-])=O.C([O-])([O-])=O